1-(2-acetyl-4-bromo-1H-pyrrol-1-yl)propan-2-one C(C)(=O)C=1N(C=C(C1)Br)CC(C)=O